2-(4-(4-chloro-2-(4-methyl-4H-1,2,4-triazol-3-yl)phenyl)-6-ethoxypyridin-2-yl)-6-((((1-hydroxycyclobutyl)methyl)amino)methyl)isoindolin-1-one ClC1=CC(=C(C=C1)C1=CC(=NC(=C1)OCC)N1C(C2=CC(=CC=C2C1)CNCC1(CCC1)O)=O)C1=NN=CN1C